N-(2-Cyclobutoxy-4-(4-methylpiperazin-1-yl)phenyl)-7-((tetrahydro-2H-pyran-4-yl)methyl)-7H-pyrrolo[2,3-d]pyrimidin-2-amine C1(CCC1)OC1=C(C=CC(=C1)N1CCN(CC1)C)NC=1N=CC2=C(N1)N(C=C2)CC2CCOCC2